O[C@H]1CCC2=CC=CC=C12 (S)-1-hydroxy-2,3-dihydro-1H-indene